(1,3-dimethyl-2-oxo-1,2-dihydroquinolin-5-yl)-N-(4-methoxybenzyl)-1-methyl-1,2,3,4-tetrahydroquinoxaline-6-sulfonamide CN1C(C(=CC2=C(C=CC=C12)C1N(C2=CC=C(C=C2NC1)S(=O)(=O)NCC1=CC=C(C=C1)OC)C)C)=O